(3R)-1-(4-(4-fluorophenyl)-2-hydroxycyclopentyl)piperidin-3-ylcarbamic acid tert-butyl ester C(C)(C)(C)OC(N[C@H]1CN(CCC1)C1C(CC(C1)C1=CC=C(C=C1)F)O)=O